CN(C(C=CC)=O)[C@H](C(=O)NCCOC1=NC(=NC(=C1)NC=1SC(=CN1)C1=CC=CC=C1)C)C N-methyl-N-[(1S)-1-methyl-2-[2-[2-methyl-6-[(5-phenylthiazol-2-yl)amino]pyrimidin-4-yl]oxyethylamino]-2-oxoethyl]but-2-enamide